trans-4-(2,2-dimethyl-3-((3-(trifluoromethyl)pyridin-2-yl)oxy)propanamido)-3-ethylpiperidin-1-carboxylic acid tert-butyl ester C(C)(C)(C)OC(=O)N1C[C@H]([C@@H](CC1)NC(C(COC1=NC=CC=C1C(F)(F)F)(C)C)=O)CC